ethyl 6-fluoro-5-methylsulfonyl-4-oxo-1-[4-(trifluoromethoxy)phenyl]cinnoline-3-carboxylate FC=1C(=C2C(C(=NN(C2=CC1)C1=CC=C(C=C1)OC(F)(F)F)C(=O)OCC)=O)S(=O)(=O)C